benzyl 4-(3-((4-((tert-butoxycarbonyl)amino)piperidin-1-yl)sulfonyl)-phenoxy)piperidine-1-carboxylate C(C)(C)(C)OC(=O)NC1CCN(CC1)S(=O)(=O)C=1C=C(OC2CCN(CC2)C(=O)OCC2=CC=CC=C2)C=CC1